ClCC1=C(C(=O)OCC)C=CC(=C1)O[C@@H]1CN(CCCC1)CC ethyl (S)-2-(chloromethyl)-4-((1-ethylazepan-3-yl)oxy)benzoate